BrCCOC=1C=CC(=NC1)C=1C=NC(=CC1)C(F)(F)F 5-(2-Bromoethoxy)-6'-(trifluoromethyl)-2,3'-bipyridine